N=NC=NN.[B] boron formazan